5-chloro-2-(4,4-difluoroazepan-1-yl)-N-(3-(N'-hydroxycarbamimidoyl)-4-methoxyphenyl)-6-methylnicotinamide ClC=1C(=NC(=C(C(=O)NC2=CC(=C(C=C2)OC)C(N)=NO)C1)N1CCC(CCC1)(F)F)C